C(CCC)N(C(O)=O)C1=CC(=CC=C1)C1(COC1)CC(=O)NN.ClC1=C(C=C(C=C1)I)CC1=CC=C(OC2COCC2)C=C1 3-[4-[(2-chloro-5-iodophenyl)methyl]phenoxy]tetrahydrofuran butyl-(3-(3-(2-hydrazineyl-2-oxoethyl)oxetan-3-yl)phenyl)carbamate